FC1=C(C=CC=C1)C=1N(C=CC1C=O)S(=O)(=O)C=1C=NC=CC1 (2-fluorophenyl)-1-(3-pyridylsulfonyl)-1H-pyrrole-3-formaldehyde